CNC1=C(OCCCSCC=2NC(NC2)=O)C=CC=C1 4-[(2-Methylaminophenoxypropylthio)methyl]1,3-dihydroimidazol-2-one